3-dimethylaminopropylcarbonate CN(CCCOC([O-])=O)C